OC1=C(C=CC=C1)C=1NC=CC1 ortho-hydroxyphenyl-azole